NC1=CC=C(C(=C1C(=O)N(C)CCCN(C)C)F)C=1C(=C2C(=NC1)NC[C@@]21C[C@](CC1)(C)C#N)Cl 6-Amino-3-((1S,3R)-4'-chloro-3-cyano-3-methyl-1',2'-dihydrospiro[cyclopentane-1,3'-pyrrolo[2,3-b]pyridin]-5'-yl)-N-(3-(dimethylamino)propyl)-2-fluoro-N-methylbenzamide